1,11-undecanediol C(CCCCCCCCCCO)O